BrC1=NN(C(=C1)C(=O)N(C)C1=C(C=C(C=C1C(=O)NCC)Cl)C)C1=NC=CC=C1Cl 3-bromo-1-(3-chloropyridin-2-yl)-N-(2-methyl-4-chloro-6-(ethylamino-formyl)phenyl)-N-methyl-1H-pyrazole-5-carboxamide